BrC1=CC(=CN=N1)N1N=C(C=CC1=O)C(=O)OC methyl 1-(6-bromopyridazin-4-yl)-6-oxo-pyridazine-3-carboxylate